tert-butyl 4,10-bis(4-((4-((2-((S)-2-cyano-4,4-difluoropyrrolidin-1-yl)-2-oxoethyl)carbamoyl)quinolin-6-yl)oxy)butanoyl)-1,4,7,10-tetraazacyclododecane-1,7-dicarboxylate C(#N)[C@H]1N(CC(C1)(F)F)C(CNC(=O)C1=CC=NC2=CC=C(C=C12)OCCCC(=O)N1CCN(CCN(CCN(CC1)C(=O)[O-])C(CCCOC=1C=C2C(=CC=NC2=CC1)C(NCC(N1[C@@H](CC(C1)(F)F)C#N)=O)=O)=O)C(=O)OC(C)(C)C)=O